terephthalic acid monohydroxyethyl ester OCCOC(C1=CC=C(C(=O)O)C=C1)=O